3,3-difluoro-1-(8-fluoro-3,5-dihydro-2H-1,4-benzoxazepin-4-yl)-2,2-dimethyl-propan-1-one FC(C(C(=O)N1CCOC2=C(C1)C=CC(=C2)F)(C)C)F